C1(=CC=C(C=C1)NC(=O)N(CCO)CCO)NC(=O)N(CCO)CCO 1,1'-(1,4-phenylene)bis(3,3-bis(2-hydroxyethyl)urea)